zirconium (IV) trihydroxide monomethoxide C[O-].[OH-].[OH-].[OH-].[Zr+4]